BrC=1C=NN(C1C1=C(C2=CC=CC=C2C=C1F)C#N)C 2-(4-bromo-1-methyl-1H-pyrazol-5-yl)-3-fluoro-1-naphthalonitrile